C(C)C(COCCOP(=O)(OCCOCC(CCCC)CC)CCC(=O)O)CCCC 3-{di-[2-(2-ethylhexyloxy)ethoxy]phosphoryl}propionic acid